4-((R)-4-propenoyl-3-methylpiperazin-1-yl)-6-chloro-8-fluoro-7-(5-methyl-1H-indazol-4-yl)-1-(((S)-1-methylpyrrolidin-2-yl)methyl)-2-oxo-1,2-dihydroquinoline-3-carbonitrile C(C=C)(=O)N1[C@@H](CN(CC1)C1=C(C(N(C2=C(C(=C(C=C12)Cl)C1=C2C=NNC2=CC=C1C)F)C[C@H]1N(CCC1)C)=O)C#N)C